NCC(=O)N[C@@H]([C@@H](C)CC)C(=O)OC Methyl Glycyl-L-Isoleucinate